COC=1C=C(C=CC1C)NC(=O)C1CCC(CC1)N1C(NC2=C1C=CC=C2C(=O)NCC2=CC=C(C=C2)OC)=O 1-[4-[(3-methoxy-4-methyl-phenyl)carbamoyl]cyclohexyl]-N-[(4-methoxyphenyl)methyl]-2-oxo-3H-benzimidazole-4-carboxamide